4-chloro-2-(pyridin-3-yl)-2H-indazole ClC=1C2=CN(N=C2C=CC1)C=1C=NC=CC1